N(C1=NNC(=N1)C1=CC=CC=C1)C1=NNC(=N1)C1=CC=CC=C1 3,3'-Iminobis(5-phenyl-1,2,4-triazole)